(R)-N-((S)-1-(4-bromophenyl)-2,2,2-trifluoroethyl)-2-methylpropane-2-sulfinamide BrC1=CC=C(C=C1)[C@@H](C(F)(F)F)N[S@](=O)C(C)(C)C